CN(C1=C(C=NC=2NC3=C(C(=CC(=C3C21)F)F)NC)C=2C=C1C(C(=CN(C1=NC2)C2CNCC2)C(=O)O)=O)C 6-(4-(dimethylamino)-5,7-difluoro-8-(methylamino)-9H-pyrido[2,3-b]indol-3-yl)-4-oxo-1-(pyrrolidin-3-yl)-1,4-dihydro-1,8-naphthyridine-3-carboxylic acid